(R)-6-chloro-1-(morpholin-2-ylmethyl)pyrimidine-2,4(1H,3H)-dione ClC1=CC(NC(N1C[C@H]1CNCCO1)=O)=O